all-cis-9,12-octadecadienoic acid CCCCC/C=C\C/C=C\CCCCCCCC(=O)O